C(C)(C)N1N=C(C=C1C[C@H](CO)C)C(F)(F)F (R)-3-(1-isopropyl-3-(trifluoromethyl)-1H-pyrazol-5-yl)-2-methylpropan-1-ol